ClC=1C=CC(=NC1)C(CC)C1(CCN(CC1)C(=O)OC(C)(C)C)O tert-butyl 4-[1-(5-chloro-2-pyridyl)propyl]-4-hydroxy-piperidine-1-carboxylate